(3S)-3-(4-((7-((adamantan-1-yl)amino)heptyl)thio)-1-oxoisoindolin-2-yl)piperidine-2,6-dione C12(CC3CC(CC(C1)C3)C2)NCCCCCCCSC2=C3CN(C(C3=CC=C2)=O)[C@@H]2C(NC(CC2)=O)=O